1-(2-fluorocyclopropyl)ethan-1-one FC1C(C1)C(C)=O